5-[4-[[(3S,4R)-3-hydroxy-4-[[3-methyl-5-(trifluoromethyl)-2-pyridyl]amino]-1-piperidyl]sulfonyl]phenyl]-1-methyl-imidazole-2-carboxamide O[C@H]1CN(CC[C@H]1NC1=NC=C(C=C1C)C(F)(F)F)S(=O)(=O)C1=CC=C(C=C1)C1=CN=C(N1C)C(=O)N